2-(2-methoxypropan-2-yl)cyclobutan-1-one COC(C)(C)C1C(CC1)=O